S1C=NC2=C1C(=CC=C2)N2CC1(CN(C1)C(=O)[C@@H]1C(C1)(C)C)C(C2)C=2OC(=NN2)CC2=CC(=C(C=C2)Cl)Cl (6-(benzo[d]thiazol-7-yl)-8-(5-(3,4-dichlorobenzyl)-1,3,4-oxadiazol-2-yl)-2,6-diazaspiro[3.4]octan-2-yl)((S)-2,2-dimethylcyclopropyl)methanone